(2R)-N-((S or R)-(5-fluoro-6-(trifluoro-methyl)pyridin-2-yl)(6-(2,2,2-trifluoro-ethoxy)pyridin-3-yl)methyl)-2-methyl-3-oxopiperazine-1-carboxamide FC=1C=CC(=NC1C(F)(F)F)[C@@H](NC(=O)N1[C@@H](C(NCC1)=O)C)C=1C=NC(=CC1)OCC(F)(F)F |o1:11|